FC1=C(C=CC=C1)C1=NC(=NC=2[C@]3([C@H](CCC12)CC(C(=C3)C#N)=O)CCC(C)C)C3=CC=NC1=CC=CC=C31 (6aR,10aS)-4-(2-fluorophenyl)-10a-isopentyl-8-oxo-2-(quinolin-4-yl)-5,6,6a,7,8,10a-hexahydrobenzo[h]quinazoline-9-carbonitrile